CC1=CC=C(C=N1)/C=C/CC(=O)O (E)-4-(6-methyl-3-pyridinyl)but-3-enoic acid